BrC1=CC=C(C(=O)C2=CC=C(C=C2)CCC)C=C1 4-bromo-4'-propylbenzophenone